4-[6-(2-morpholin-4-yl-ethoxy)-benzimidazol-1-yl]-aniline N1(CCOCC1)CCOC=1C=CC2=C(N(C=N2)C2=CC=C(N)C=C2)C1